Cl.[Cl-].NCC[N+](C)(C)C 2-aminoethyl-(trimethyl)ammonium chloride hydrochloride